C(C(C)C)C1=CC=C(C=C1)C1=NOC(=N1)C1=CC(=C(CN2CC(C2)C(=O)O)C=C1)C 1-(4-(3-(4-isobutylphenyl)-1,2,4-oxadiazol-5-yl)-2-methylbenzyl)azetidine-3-carboxylic acid